BrC1=CC=C(C=C1)C1=NNC(=C1)C(=O)NC(C(=O)NC)CC1=CC(=CC=C1)Br 3-(4-bromophenyl)-N-(3-(3-bromophenyl)-1-(methylamino)-1-oxopropan-2-yl)-1H-pyrazole-5-carboxamide